2,6-Dimethoxybenzoic acid 5-((chlorosulfonyl) oxy)-4,4-dimethylpentyl ester ClS(=O)(=O)OCC(CCCOC(C1=C(C=CC=C1OC)OC)=O)(C)C